C1=CC=CC=2C=C3C=4C=C5C(=CC4C(C3=CC21)=O)C=CC=C5 dibenzo[b,h]fluoren-12-one